1-(4-(8-(3-(dimethylamino)azetidin-1-yl)-5-(2-fluoro-6-hydroxyphenyl)-3,4-dihydro-2H-pyrano[2,3-f]quinazolin-10-yl)piperazin-1-yl)prop-2-en-1-one CN(C1CN(C1)C1=NC2=CC(=C3C(=C2C(=N1)N1CCN(CC1)C(C=C)=O)OCCC3)C3=C(C=CC=C3O)F)C